N-(4-(7-(2-Cyano-3-methylbut-2-enamido)-1H-indazol-3-yl)pyridin-2-yl)cyclopropancarboxamid C(#N)C(C(=O)NC=1C=CC=C2C(=NNC12)C1=CC(=NC=C1)NC(=O)C1CC1)=C(C)C